C1=NC(=C(N1C(=O)N)N)C#N The molecule is an aminoimidazole that is 5-amino-1H-imidazole which is substituted at positions 1 and 4 by aminocarbonyl and cyano groups, respectively. It is an aminoimidazole, a nitrile and a primary amino compound.